C(C=C)(=O)OC1=C(C=C(C=C1)CCCCCCCCC)OCC (ethoxy)4-nonylphenol acrylate